3,4-Difluoro-N-{1-[1-(1-hydroxycarbamoylmethyl-2-naphthalin-2-yl-ethyl)-1H-[1,2,3]Triazol-4-yl]-1-methyl-ethyl}-benzamid FC=1C=C(C(=O)NC(C)(C)C=2N=NN(C2)C(CC2=CC3=CC=CC=C3C=C2)CC(NO)=O)C=CC1F